(11R)-6-(2,6-Dimethylphenyl)-11-isobutyl-2,2-dioxo-12-(1H-pyrazol-4-yl)-9-oxa-2λ6-thia-3,5,12,19-tetrazatricyclo[12.3.1.14,8]nonadeca-1(18),4(19),5,7,14,16-hexaen-13-one CC1=C(C(=CC=C1)C)C1=NC=2NS(C=3C=CC=C(C(N([C@@H](COC(=C1)N2)CC(C)C)C=2C=NNC2)=O)C3)(=O)=O